C(CCC)C1=C(C=CC(=C1)CN(C)C)O butyl-4-dimethylaminomethyl-phenol